ClC=1C2=C(C=C3C=CC(=NC13)NC1=CC=C(C=C1)OC(F)(F)F)CCC2 9-Chloro-N-(4-(trifluoromethoxy)phenyl)-7,8-dihydro-6H-cyclopenta[g]quinolin-2-amine